(3-cyclopropylpyridin-2-yl)methanol C1(CC1)C=1C(=NC=CC1)CO